C(#N)C1(CC1)C=1C=C2C(=CC=NC2=CC1)C(=O)NCC(=O)N1CSCC1C#N 6-(1-Cyanocyclopropyl)-N-(2-(4-cyanothiazolidin-3-yl)-2-oxoethyl)quinoline-4-carboxamide